N,N-Bis(3-triethoxysilylpropyl)-amin C(C)O[Si](CCCNCCC[Si](OCC)(OCC)OCC)(OCC)OCC